tert-butyl (S)-2-(methoxy(methyl)carbamoyl)azepane-1-carboxylate CON(C(=O)[C@H]1N(CCCCC1)C(=O)OC(C)(C)C)C